N1=C(N=CC2=C1C=CC=N2)N PYRIDOPYRIMIDINEAMINE